BrC1=CC=C2OCCNC2=N1 9-Bromo-5-oxa-2,10-diazabicyclo[4.4.0]deca-6,8,10-triene